1-(Pent-3-en-2-ylsulfonyl)-2-(5-(p-tolyl)-1H-imidazol-2-yl)piperidine tert-butyl-(2-((6-bromopyridin-3-yl)oxy)ethyl)carbamate C(C)(C)(C)N(C(O)=O)CCOC=1C=NC(=CC1)Br.CC(C=CC)S(=O)(=O)N1C(CCCC1)C=1NC(=CN1)C1=CC=C(C=C1)C